(1r,4r)-4-(3-Chloroanilino)-2'-[2-(1,4-dioxaspiro[4.5]dec-8-yl)propyl]spiro[cyclohexane-1,1'-indene]-4-carboxylic acid methyl ester COC(=O)C1(CCC2(C(=CC3=CC=CC=C23)CC(C)C2CCC3(OCCO3)CC2)CC1)NC1=CC(=CC=C1)Cl